ethylmethylphenyloctadecylammonium chloride [Cl-].C(C)[NH+](CCCCCCCCCCCCCCCCCCC1=CC=CC=C1)C